methyl 4-bromo-3-((ethoxy(methyl)phosphoryl)methyl)benzoate BrC1=C(C=C(C(=O)OC)C=C1)CP(=O)(C)OCC